3,6,10,11-tetra(n-pentyloxy)triphenylene-2,7-dioctanol C(CCCC)OC=1C(=CC=2C3=CC(=C(C=C3C3=CC(=C(C=C3C2C1)OCCCCC)CCCCCCCCO)OCCCCC)OCCCCC)CCCCCCCCO